CO[Si](CCCNC(=S)NC)(OC)OC 1-(3-(trimethoxysilyl)propyl)-3-methylthiourea